copper-chromium-cobalt [Co].[Cr].[Cu]